3-[4-[(2S)-4-[2-(1-amino-4-piperidyl)ethyl]-2-methyl-piperazin-1-yl]phenyl]piperidine-2,6-dione NN1CCC(CC1)CCN1C[C@@H](N(CC1)C1=CC=C(C=C1)C1C(NC(CC1)=O)=O)C